N-(4-(4-(3-oxa-8-azabicyclo[3.2.1]octan-8-yl)-7H-pyrrolo[2,3-d]pyrimidin-6-yl)phenyl)-4-((3-aminoazetidin-1-yl)methyl)picolinamide C12COCC(CC1)N2C=2C1=C(N=CN2)NC(=C1)C1=CC=C(C=C1)NC(C1=NC=CC(=C1)CN1CC(C1)N)=O